[2-(benzyloxy)-5-methylphenyl]-5-(piperidin-4-yl)-4-[4-(trifluoromethyl)phenyl]-2H,4H-pyrrolo[3,4-c]pyrazol-6-one C(C1=CC=CC=C1)OC1=C(C=C(C=C1)C)N1N=C2C(=C1)C(N(C2=O)C2CCNCC2)C2=CC=C(C=C2)C(F)(F)F